C(CCCC)(=O)NC=1SC2=C(N1)C1=CC=CC=C1C=C2 2-valerylaminonaphtho[1,2-d]thiazole